CC1(CCC1)N1C=NC(=C1)C(=O)C=1N=CN(C1)C1(CCC1)C [1-(1-methylcyclobutyl)-1H-imidazol-4-yl]Ketone